2-[8-chloro-3-(methoxymethoxy)-1-naphthyl]-4,4,5,5-tetramethyl-1,3,2-dioxaborolane ClC=1C=CC=C2C=C(C=C(C12)B1OC(C(O1)(C)C)(C)C)OCOC